FC1=C(C=CC=C1F)CNC(=O)C1CN(C(C1)=O)C1=CC=C(C=C1)F N-[(2,3-difluorophenyl)methyl]-1-(4-fluorophenyl)-5-oxopyrrolidine-3-carboxamid